NC1=NN(C(=C1C)C1=NC(=NC=C1F)N1CCN(CC1)C(=O)N1N=CC[C@H]1C=1C=C(C#N)C=C(C1)F)C (S)-3-(1-(4-(4-(3-amino-1,4-dimethyl-1H-pyrazol-5-yl)-5-fluoropyrimidin-2-yl)piperazine-1-carbonyl)-4,5-dihydro-1H-pyrazol-5-yl)-5-fluorobenzonitrile